5-methyl-N2-(4-(4-methylpiperazine-1-yl)phenyl)-N4-(benzopyrazine-6-yl)-pyrimidine-2,4-diamine CC=1C(=NC(=NC1)NC1=CC=C(C=C1)N1CCN(CC1)C)NC1=CC2=C(N=CC=N2)C=C1